[N-]=C=S.NC(=N)N guanidine isothiocyanate